C(C(C)C)C1=CC=C(C=C1)C(C)O 1-(4-isobutyl-phenyl)ethanol